C(C=C)(=O)C1=C(C=C(C=C1)F)C1=CC(=C(C=C1)C(N(C)CC1CCCCC1)=O)CC(=O)O 2-(2'-acryloyl-4-((cyclohexylmethyl)(methyl)carbamoyl)-5'-fluoro-[1,1'-biphenyl]-3-yl)acetic acid